N1C(CC(C2=CC=CC=C12)=O)=O CHINOLIN-2,4-DION